C(#N)C1C2C3C4C=CC(C3C(C1)C2)C4 9-cyanotetracyclo[6.2.1.13,6.02,7]Dodeca-4-ene